tert-butyl 4-[4-[3-cyano-4-[6-[4-[2-(5-fluoro-2-pyridyl)acetyl]piperazin-1-yl]-3-pyridyl]pyrazolo[1,5-a]pyridin-6-yl]phenyl]piperazine-1-carboxylate C(#N)C=1C=NN2C1C(=CC(=C2)C2=CC=C(C=C2)N2CCN(CC2)C(=O)OC(C)(C)C)C=2C=NC(=CC2)N2CCN(CC2)C(CC2=NC=C(C=C2)F)=O